[1,2,4]oxadiazinoindolin-3-one O1NC(NC=2C=CC=3CCNC3C21)=O